3,4-bis(4-chlorobenzyl)-5-phenylfuran-2(5H)-one ClC1=CC=C(CC=2C(OC(C2CC2=CC=C(C=C2)Cl)C2=CC=CC=C2)=O)C=C1